COC1=CC=C(C=C1)C(OC[C@@H]1[C@H]([C@@H]([C@@H](O1)N1C(N=C(C=C1)NC(C)=O)=O)F)O)(C1=CC=CC=C1)C1=CC=C(C=C1)OC N-(1-((2R,3S,4R,5R)-5-((bis(4-methoxyphenyl)(phenyl)methoxy)methyl)-3-fluoro-4-hydroxytetrahydrofuran-2-yl)-2-oxo-1,2-dihydropyrimidin-4-yl)acetamide